C(N)(OC=1C(=NC(=CC1)C=1N=NN(C1NC(=O)O[C@H](C)C=1C(=NC=C(C1)F)F)C)C)=O (R)-(6-(5-(((1-(2,5-difluoropyridin-3-yl) ethoxy) carbonyl) amino)-1-methyl-1H-1,2,3-triazol-4-yl)-2-methylpyridin-3-yl) carbamate